(8R)-2-(2-(6-azaspiro[3.5]non-1-yloxy)pyridin-4-yl)-8-phenyl-7,8-dihydro-6H-pyrrolo[2',1':2,3]imidazo[4,5-b]pyridine C1(CCC12CNCCC2)OC2=NC=CC(=C2)C2=CC=C1C(=N2)N2C(=N1)CC[C@@H]2C2=CC=CC=C2